2-amino-1,3-benzothiazole-6-carboxylic acid NC=1SC2=C(N1)C=CC(=C2)C(=O)O